6-(2-((3,3-difluorocyclobutyl)(hydroxy)methyl)thieno[2,3-b]pyridin-6-yl)-3-methyl-4(3H)-pyrimidinone FC1(CC(C1)C(C1=CC=2C(=NC(=CC2)C2=CC(N(C=N2)C)=O)S1)O)F